[Na+].COC1=CC=C(CNCC=2N=C(N(C2C(=O)[O-])C)C=2C=NC(=CC2)N2CCCC2)C=C1 4-(((4-methoxybenzyl) amino) methyl)-1-methyl-2-(6-(pyrrolidin-1-yl) pyridin-3-yl)-1H-imidazole-5-carboxylate sodium salt